NCC1(CCN(CC1)C=1N=CC(=NC1)SC=1C(=C(C(=O)NS(=O)(=O)C2CCCC2)C=CC1)Cl)C 3-((5-(4-(aminomethyl)-4-methylpiperidin-1-yl)pyrazin-2-yl)thio)-2-chloro-N-(cyclopentylsulfonyl)benzamide